N-[3-(4,5-dihydro-3H-imidazol-2-yl)phenyl]-1-[(4-methoxyphenyl)amino]methanamide tert-butyl-(7-bromo-[1,2,4]triazolo[1,5-a]pyridin-2-yl)(tert-butoxycarbonyl)carbamate C(C)(C)(C)CC(C)(C)OC(=O)N(C(O)=O)C1=NN2C(C=C(C=C2)Br)=N1.N1=C(NCC1)C=1C=C(C=CC1)NC(=O)NC1=CC=C(C=C1)OC